[Cl-].COC1=CC=C(C=C1)N[NH3+] 2-(4-methoxyphenyl)hydrazine-1-ium chloride